5-chloro-2-(difluoromethyl)-N-((1r,4r)-4-((3-(3,5-difluorophenyl)-3-hydroxy-2-oxoindolin-1-yl)methyl)cyclohexyl)nicotinamide ClC=1C=NC(=C(C(=O)NC2CCC(CC2)CN2C(C(C3=CC=CC=C23)(O)C2=CC(=CC(=C2)F)F)=O)C1)C(F)F